C(=O)O.ClC=1N=C(N2C1C(=CC(=C2)S(=O)(=O)NC2(CC2)C)N2C[C@@H]1[C@H](CC2)CNC1)C=1SC(=NN1)C(F)F 1-chloro-3-(5-(difluoromethyl)-1,3,4-thiadiazol-2-yl)-N-(1-methylcyclopropyl)-8-((3aR,7aS)-octahydro-5H-pyrrolo[3,4-c]pyridin-5-yl)imidazo[1,5-a]pyridine-6-sulfonamide formate